tert-butyl (3-(2-methoxyethoxy)cyclohexyl)carbamate COCCOC1CC(CCC1)NC(OC(C)(C)C)=O